1-[(3S,5R)-5-(methoxymethyl)-1-(prop-2-enoyl)pyrrolidin-3-yl]-5-(methylamino)-3-(2-{5-methylimidazo[1,5-a]pyridin-8-yl}ethynyl)pyrazole-4-carboxamide COC[C@H]1C[C@@H](CN1C(C=C)=O)N1N=C(C(=C1NC)C(=O)N)C#CC=1C=2N(C(=CC1)C)C=NC2